CC(=O)NC1=CC(=C(C=C1)N=NC2=C(C=CC3=CC(=CC(=C32)O)S(=O)(=O)[O-])N)S(=O)(=O)[O-].[Na+].[Na+] The molecule is an organic sodium salt that is the disodium salt of 5-[(4-acetamido-2-sulfophenyl)diazenyl]-6-amino-4-hydroxynaphthalene-2-sulfonic acid. Used along with acid fuchsin as a constituent of the plasma staining solution in Lendrum's Picro-Mallory for fibrin. It has a role as a histological dye and a fluorochrome. It contains a lissamine fast red(2-).